1-hexyl-2,3-dimethylimidazole p-toluenesulfonate CC1=CC=C(C=C1)S(=O)(=O)O.C(CCCCC)N1C(N(C=C1)C)C